FC(CS(=O)(=O)NC1=C(C=C(C=C1)C1=NC=2C=NC(=NC2N(C1=O)C(C)C)N[C@@H]1CNC[C@H](C1)F)F)(CC)F 2,2-Difluoro-N-[2-fluoro-4-[2-[[(3S,5S)-5-fluoro-3-piperidyl]amino]-8-isopropyl-7-oxo-pteridin-6-yl]phenyl]butane-1-sulfonamide